OC(=O)C(F)(F)F.N[C@@H](CCC(=O)O)C(=O)NCCN1N=CC(=C1)C1=C(C=CC(=C1)C=1C(=NNC1)C1=NC(=CC=C1)C)F (S)-4-amino-5-((2-(4-(2-fluoro-5-(3-(6-methylpyridin-2-yl)-1H-pyrazol-4-yl)phenyl)-1H-pyrazol-1-yl)ethyl)amino)-5-oxopentanoic acid TFA salt